ClC1=C(C=CC=C1C)C=1C(=CC=2C3=C(C(=NC2C1F)N1CC(C1)N(C)C)N=NN3[C@@H]3C[C@H](NCC3)CC#N)C (2S,4S)-4-(7-(2-chloro-3-methylphenyl)-4-(3-(dimethylamino)azetidin-1-yl)-6-fluoro-8-methyl-1H-[1,2,3]triazolo[4,5-c]quinolin-1-yl)piperidin-2-ylacetonitrile